OCC(COC)(C)NC(=O)C1=C(OC2=C1C=C(C=C2)OC2=CC=CC=C2)C N-(1-hydroxy-3-methoxy-2-methylpropan-2-yl)-2-methyl-5-phenoxybenzofuran-3-carboxamide